CN1C2CN(C(C1)C2)CC2=CC(=NC(=C2)C(F)(F)F)N2C(C1=CC(=CC=C1C2)C2(COC2)CC2=NN=CN2C)=O 2-(4-((5-Methyl-2,5-diazabicyclo[2.2.1]heptan-2-yl)methyl)-6-(trifluoromethyl)-pyridin-2-yl)-6-(3-((4-methyl-4H-1,2,4-triazol-3-yl)methyl)oxetan-3-yl)isoindolin-1-one